2-(diethoxymethyl)-1H-pyrrolo[3,2-c]pyridine-6-carbonitrile C(C)OC(C1=CC=2C=NC(=CC2N1)C#N)OCC